2-((3R,4S)-3-amino-4-fluoropiperidin-1-yl)-1-((5-chloropyrimidin-2-yl)methyl)-1H-benzo[d]imidazole-5-carbonitrile N[C@@H]1CN(CC[C@@H]1F)C1=NC2=C(N1CC1=NC=C(C=N1)Cl)C=CC(=C2)C#N